(1,1'-Binaphthalene)-2,2'-diamine C=1(C(=CC=C2C=CC=CC12)N)C=1C(=CC=C2C=CC=CC12)N